O1C(=CC=C1)CNC(C1=CC=C(C=C1)NC1=C(N=C2N1C=CN=C2)C2=C(C=C(C=C2)C)S)=O N-(furan-2-ylmethyl)-4-[[2-(4-methyl-sulfanylphenyl)imidazo[1,2-a]pyrazin-3-yl]amino]benzamide